C1(=CCCC1)C=1C=CC(=NC1)[N+](=O)[O-] 5-(cyclopent-1-en-1-yl)-2-nitropyridine